BrC=1C=C(C=CC1OC)C(CCCO)=C 4-(3-bromo-4-methoxy-phenyl)pent-4-en-1-ol